4-spiro[1,3-benzodioxol-2,1'-cyclopentan]-4-ylphenol C12(CCCC1)OC1=C(O2)C=CC=C1C1=CC=C(C=C1)O